N-(2-((2S)-2-(2-((benzo[d][1,3]dioxol-5-ylmethyl)amino)-1-hydroxy-2-oxoethyl)pyrrolidin-1-yl)-2-oxoethyl)-6-(3-(dimethylamino)propoxy)quinoline-4-carboxamide O1COC2=C1C=CC(=C2)CNC(C(O)[C@H]2N(CCC2)C(CNC(=O)C2=CC=NC1=CC=C(C=C21)OCCCN(C)C)=O)=O